5-Methyl-2-phenyl-4H-pyrazol-3-one CC=1CC(N(N1)C1=CC=CC=C1)=O